C(C)N1C(CCC1)CN 1-ethyl-2-(aminomethyl)pyrrolidine